ClC1=NC=2N(C(=C1)N(C(OC(C)(C)C)=O)CC1=NC3=CC=CC=C3C=C1)N=CC2C(C)C tert-butyl (5-chloro-3-isopropylpyrazolo[1,5-a]pyrimidin-7-yl)(quinolin-2-ylmethyl)carbamate